6-chloro-3-(3-fluoro-2-methoxyphenyl)-1-((2-(trimethylsilyl)ethoxy)methyl)-1H-pyrazolo[3,4-b]pyridine ClC1=CC=C2C(=N1)N(N=C2C2=C(C(=CC=C2)F)OC)COCC[Si](C)(C)C